COC(C1=NC=C(C=C1N(C(=O)OC(C)(C)C)C(=O)OC(C)(C)C)C=O)=O.C(C1=CC=CC=C1)O[C@@H]1[C@@H](CO[C@@H]([C@@H]1OCC1=CC=CC=C1)COCC1=CC=CC=C1)CC(=O)N 2-((3R,4R,5R,6R)-4,5-bis(benzyloxy)-6-((benzyloxy)methyl)tetrahydro-2H-pyran-3-yl)acetamide methyl-3-(bis(tert-butoxycarbonyl)amino)-5-formylpicolinate